(4-Methoxyphenyl)-[4-(4-phenylbutyl)piperazin-1-yl]methanon COC1=CC=C(C=C1)C(=O)N1CCN(CC1)CCCCC1=CC=CC=C1